[O-2].[O-2].[Cr+3].[Cr+3] dichromium dioxide